β,β,4,5-tetrafluoro-2-iodo-benzenepropanoic acid FC(CC(=O)O)(C1=C(C=C(C(=C1)F)F)I)F